C1=CC=CC=2C3=CC=CC=C3N(C12)C=1C(=NC(=C(C1C=1C=NC=CC1)N1C2=CC=CC=C2C=2C=CC=CC12)N1C2=CC=C(C=C2C=2C=C(C=CC12)C)C)N1C2=CC=C(C=C2C=2C=C(C=CC12)C)C 9,9'-(3',5'-di(9H-carbazol-9-yl)-[3,4'-bipyridine]-2',6'-diyl)bis(3,6-dimethyl-9H-carbazole)